(3R,4S)-3-Fluoro-2,2,6,6-tetramethylpiperidin F[C@H]1C(NC(CC1)(C)C)(C)C